2-ethylhexyldimethylaminobenzoate C(C)C(CC=1C(=C(C(=O)[O-])C=CC1)N(C)C)CCCC